1-methyl-1H-indol-6-carbaldehyde CN1C=CC2=CC=C(C=C12)C=O